ClC=1C(=NC=C(C1)C(F)(F)F)C(=O)NC1=C(C=C(C=C1C(=O)NN=CC1=C(C=CC=C1)C)Cl)C 3-chloro-N-(4-chloro-2-methyl-6-(2-(2-methylbenzylidene)hydrazinecarbonyl)phenyl)-5-(trifluoromethyl)picolinamide